4-(aminomethyl)-4-((tert-butyldimethylsilyl)oxy)piperidine-1-carboxylic acid tert-butyl ester C(C)(C)(C)OC(=O)N1CCC(CC1)(O[Si](C)(C)C(C)(C)C)CN